(E)-4-(3-(2-hydroxyethoxy)-3-oxoprop-1-en-1-yl)-1,2-phenylene-distearate OCCOC(/C=C/C1=CC(=C(C=C1)CCCCCCCCCCCCCCCCCC(=O)[O-])CCCCCCCCCCCCCCCCCC(=O)[O-])=O